(8aS)-7-(5-(9-phenyl-8,9-dihydro-6H-pyrido[3',2':4,5]imidazo[2,1-c][1,4]oxazin-2-yl)pyrimidin-2-yl)hexahydroimidazo[1,5-a]pyrazin-3(2H)-one C1(=CC=CC=C1)C1N2C(COC1)=NC1=C2N=C(C=C1)C=1C=NC(=NC1)N1C[C@H]2N(CC1)C(NC2)=O